4-(4-vinyl-phenyl)pyridine C(=C)C1=CC=C(C=C1)C1=CC=NC=C1